(1S,2R)-8-(benzyloxy)-N-(2,4-difluorobenzyl)-2,5,5-trimethyl-7,9-dioxo-2,5,7,9-tetrahydro-1,6-methanopyrido[1,2-b][1,2,5]triazonine-10-carboxamide C(C1=CC=CC=C1)OC=1C(C(=CN2N3[C@@H](C=CC(N(C(C21)=O)C3)(C)C)C)C(=O)NCC3=C(C=C(C=C3)F)F)=O